OC1=C(C=CC(=C1)C)C1=NN=C(C2=CC=CC=C12)NC[C@@H](CO)O (2S)-3-[[4-(2-hydroxy-4-methyl-phenyl)phthalazin-1-yl]amino]propane-1,2-diol